1,6-heptadiene-4-one C=CCC(CC=C)=O